(S)-4-((1r,4R)-4-(4-bromo-3-methylphenoxy)cyclohexyl)butan-2-ol BrC1=C(C=C(OC2CCC(CC2)CC[C@H](C)O)C=C1)C